N-(4-(4-amino-7-methyl-5-(4-(5-methylpyrimidin-2-yloxy)phenyl)-7H-pyrrolo[2,3-d]pyrimidin-6-yl)phenyl)methacrylamide NC=1C2=C(N=CN1)N(C(=C2C2=CC=C(C=C2)OC2=NC=C(C=N2)C)C2=CC=C(C=C2)NC(C(=C)C)=O)C